C(C)OC(C(C1=C2N(C=N1)C[C@@H](C2)F)N2N=C1C(=C(C=C(C1=C2)Cl)C2=CC=C(C=C2)OCCN2CCC1(CC(C1)O)CC2)Cl)=O (4,7-dichloro-6-(4-(2-(2-hydroxy-7-azaspiro[3.5]nonan-7-yl)ethoxy)phenyl)-2H-indazol-2-yl)-2-((R)-6-fluoro-6,7-dihydro-5H-pyrrolo[1,2-c]imidazol-1-yl)acetic acid ethyl ester